CC1(OC(CC(C1)C(=O)O)(C)C)C 2,2,6,6-tetramethyltetrahydro-2H-pyran-4-carboxylic acid